FC=1C(=C(C=CC1F)NC1=CN=C(C=C1C(=O)OC)C(F)(F)F)C methyl 5-((3,4-difluoro-2-methyl-phenyl)amino)-2-(trifluorometh-yl)isonicotinate